N-[2-Chloro-6-(trifluoromethyl)benzyl]-N-cyclopropyl-3-(difluoromethyl)-5-fluoro-1-methyl-1H-pyrazol-4-carboxamid ClC1=C(CN(C(=O)C=2C(=NN(C2F)C)C(F)F)C2CC2)C(=CC=C1)C(F)(F)F